ClC=1C=C(C=CC1OCC1=NC=CC=C1)NC1=NC=NC2=CC=C(C(=C12)OC1CC1)NC(\C=C\[C@@H]1N(CCC1)C)=O (R,E)-N-(4-((3-Chloro-4-(pyridin-2-ylmethoxy)phenyl)amino)-5-cyclopropoxyquinazoline-6-yl)-3-(1-methylpyrrolidin-2-yl)acrylamide